benzyl 4-(5-((t-butoxycarbonyl) amino)pentyl)piperazine-1-carboxylate C(C)(C)(C)OC(=O)NCCCCCN1CCN(CC1)C(=O)OCC1=CC=CC=C1